C(CCCCC)C(C(=O)OCCCCCC(=O)O)CCCCCCCC 6-((2-hexyldecanoyl)oxy)hexanoic acid